FC(C12CC(C1)C2)(C2=CC(=CC(=C2)C(F)(F)F)OC2=CC=CC=C2)F 1-(difluoro(3-phenoxy-5-(trifluoromethyl)phenyl)methyl)bicyclo[1.1.1]pentane